N-((4-(1-(2-hydroxyethyl)-1H-pyrazol-4-yl)-1-(4-(trifluoromethoxy)phenyl)-1H-pyrazolo[3,4-b]pyridin-3-yl)methyl)acrylamide OCCN1N=CC(=C1)C1=C2C(=NC=C1)N(N=C2CNC(C=C)=O)C2=CC=C(C=C2)OC(F)(F)F